N-(5-(cyanomethyl)-3-methoxypyridin-2-yl)-1,8-dihydropyrrolo[3,2-g]indole-3-sulfonamide C(#N)CC=1C=C(C(=NC1)NS(=O)(=O)C1=CNC2=C1C=CC=1C=CNC21)OC